N-METHYL-N-TRIMETHYLSILYL-3-AMINOPROPYLTRIMETHOXYSILANE CN(CCC[Si](OC)(OC)OC)[Si](C)(C)C